N-(2-aminophenyl)-N-methyl-cyclopropylsulfonamide NC1=C(C=CC=C1)N(S(=O)(=O)C1CC1)C